1-ethynyl-4,4-difluorocyclohexane-1-ol C(#C)C1(CCC(CC1)(F)F)O